(3-hydroxy-8-iodonaphthalen-1-yl)(2-((1-(hydroxymethyl)cyclopropyl)methoxy)-4-(2-methylazepan-1-yl)-5,7-dihydro-6H-pyrrolo[3,4-d]pyrimidin-6-yl)methanone OC=1C=C(C2=C(C=CC=C2C1)I)C(=O)N1CC=2N=C(N=C(C2C1)N1C(CCCCC1)C)OCC1(CC1)CO